10-ethyl-9,9-dimethyl-9,10-dihydroacridine C(C)N1C=2C=CC=CC2C(C2=CC=CC=C12)(C)C